[8-[(4-Amino-2-nitrophenyl)azo]-7-hydroxy-2-naphthyl]trimethylammonium chlorid [Cl-].NC1=CC(=C(C=C1)N=NC=1C(=CC=C2C=CC(=CC12)[N+](C)(C)C)O)[N+](=O)[O-]